N1-(1-(4-chloro-2-fluorophenyl)piperidin-4-yl)ethane-1,2-diamine ClC1=CC(=C(C=C1)N1CCC(CC1)NCCN)F